C(C)(C)(C)OC(=O)NCCS[P@](=O)(OCC)N[C@@H](C)C(=O)OC(C)C Isopropyl ((R)-((2-((tert-butoxycarbonyl)amino)ethyl)thio)(ethoxy) phosphoryl)-L-alaninate